2-(3-chloro-2-fluorophenyl)-2-[(4-{[(1,3-oxazol-2-yl)amino]methyl}-1H-1,3-benzodiazol-2-yl)amino]propan-1-ol ClC=1C(=C(C=CC1)C(CO)(C)NC1=NC2=C(N1)C=CC=C2CNC=2OC=CN2)F